O=C1NC(CCC1C1=NN(C2=CC(=CC=C12)N1C(CNCC1)(C)C)C)=O 4-[3-(2,6-dioxo-3-piperidyl)-1-methyl-indazol-6-yl]-3,3-dimethyl-piperazin